N5-((perfluorophenyl)amino)-L-glutamine FC1=C(C(=C(C(=C1F)F)F)F)NNC(CC[C@H](N)C(=O)O)=O